C(C)(C)(C)[Si](OC=1C=C(C=CC1)N(C(C1=C(C=CC=C1)F)=O)CC)(C)C N-{3-[(tert-butyl-dimethyl-silyl)oxy]phenyl}-N-ethyl-2-fluorobenzamide